C(C)C1(CCC(CC1)C1=C2N(N=C1CN(CCNC)C)CC(C2)(F)F)COCC(F)(F)F N1-((3-((1r,4r)-4-ethyl-4-((2,2,2-trifluoroethoxy)-methyl)cyclohexyl)-5,5-difluoro-5,6-dihydro-4H-pyrrolo[1,2-b]pyrazol-2-yl)-methyl)-N1,N2-dimethyl-ethane-1,2-diamine